2-(4-(((6-(ethyl(4-(trifluoromethyl)benzyl)amino)-5-fluoropyrimidin-4-yl)amino)methyl)-3-hydroxypiperidin-1-yl)acetamide C(C)N(C1=C(C(=NC=N1)NCC1C(CN(CC1)CC(=O)N)O)F)CC1=CC=C(C=C1)C(F)(F)F